tert-butyl (2S,3R)-4,4-difluoro-2-{[2-fluoro-3-(4,4,5,5-tetramethyl-1,3,2-dioxaborolan-2-yl)phenyl]methyl}-3-[(propane-2-sulfonyl)amino]pyrrolidine-1-carboxylate FC1([C@@H]([C@@H](N(C1)C(=O)OC(C)(C)C)CC1=C(C(=CC=C1)B1OC(C(O1)(C)C)(C)C)F)NS(=O)(=O)C(C)C)F